CC1(N=C(C(=N1)C=1SC=CC1)C=1SC=CC1)C 2,2-dimethyl-4,5-di(thiophen-2-yl)-2H-imidazole